ClC1=C2C=CN(C2=CC(=C1)C(=O)OC)C(=O)OC(C)(C)C 1-tert-Butyl 6-methyl 4-chloro-1H-indole-1,6-dicarboxylate